ClC=1C=2CCCC2C(=C2CCCC12)NC(=O)C=1C(=NN(C1CN(C)CC1(CCC1)O)C(C)C)S(=O)(=O)N ((8-chloro-1,2,3,5,6,7-hexahydro-s-indacen-4-yl)carbamoyl)-5-((((1-hydroxycyclobutyl)methyl)(methyl)amino)methyl)-1-isopropyl-1H-pyrazole-3-sulfonamide